FC=1C(=C2C=NC(=NC2=C(C1)F)OC[C@]12CCCN2C[C@@H](C1)F)OC 6,8-difluoro-2-(((2R,7aS)-2-fluorotetrahydro-1H-pyrrolizin-7a(5H)-yl)methoxy)-5-methoxyquinazoline